ClC=1C=C(C=CC1)[C@@H]1[C@H](C1)C(=O)NC1=NC=NC(=C1)NCC=1N=C2N(C=C(C=C2N2C(N(CC2=O)C)=O)C2CC2)C1 (1S,2s)-2-(3-chlorophenyl)-N-(6-(((6-cyclopropyl-8-(3-methyl-2,5-dioxoimidazolidin-1-yl)imidazo[1,2-a]pyridin-2-yl)methyl)amino)pyrimidin-4-yl)cyclopropane-1-carboxamide